(S)-2-nitro-6,7-dihydro-5H-imidazo[2,1-b][1,3]oxazin-6-yl 1H-imidazole-1-carboxylate N1(C=NC=C1)C(=O)O[C@H]1CN2C(OC1)=NC(=C2)[N+](=O)[O-]